The molecule is a 3-[1-(2,6-dichloro-3-fluorophenyl)ethoxy]-5-[1-(piperidin-4-yl)pyrazol-4-yl]pyridin-2-amine that has R configuration at the chiral centre. The active enantiomer, it acts as a kinase inhibitor and is used for the treatment of patients with locally advanced or metastatic non-small cell lung cancer (NSCLC) It has a role as an antineoplastic agent, a biomarker and an EC 2.7.10.1 (receptor protein-tyrosine kinase) inhibitor. It is an enantiomer of an ent-crizotinib. C[C@H](C1=C(C=CC(=C1Cl)F)Cl)OC2=C(N=CC(=C2)C3=CN(N=C3)C4CCNCC4)N